2-(3-methyl-1,2,4-oxadiazol-5-yl)-1-(4-(3-(4-(trifluoromethoxy)phenyl)-1,2,4-oxadiazol-5-yl)piperidin-1-yl)ethan-1-one CC1=NOC(=N1)CC(=O)N1CCC(CC1)C1=NC(=NO1)C1=CC=C(C=C1)OC(F)(F)F